3-((4-(3-(dimethylamino)phenyl)thiazol-2-yl)amino)-3-oxopropanoic acid CN(C=1C=C(C=CC1)C=1N=C(SC1)NC(CC(=O)O)=O)C